1-(5-(4-(4-(6-((R)-2-(2,4-difluorophenyl)-1,1-difluoro-2-hydroxy-3-(1H-tetrazol-1-yl)propyl)pyridin-3-yl)phenyl)piperazin-1-yl)pyridin-2-yl)-2-methylbutan-1-ol FC1=C(C=CC(=C1)F)[C@](C(F)(F)C1=CC=C(C=N1)C1=CC=C(C=C1)N1CCN(CC1)C=1C=CC(=NC1)C(C(CC)C)O)(CN1N=NN=C1)O